N1N=CC(=C1)C1=CC=C(C=C1)N1C(N(C2(C1)CCN(CC2)CCOC)CC2=CC(=CC=C2)OC)=O 3-(4-(1H-pyrazol-4-yl)phenyl)-1-(3-methoxybenzyl)-8-(2-methoxyethyl)-1,3,8-triazaspiro[4.5]decan-2-one